C1(=CC=CC2=CC=CC=C12)C(C)N1CCC(CC1)N(S(=O)(=O)N1CCCC1)CC(=O)NCC(NCC#C)=O 2-(N-(1-(1-(naphthalen-1-yl)ethyl)piperidin-4-yl)pyrrolidine-1-sulfonamido)-N-(2-oxo-2-(prop-2-yn-1-ylamino)ethyl)acetamide